N-(2-acetamido-4-nitrophenyl)-2-(dimethylamino)acetamide C(C)(=O)NC1=C(C=CC(=C1)[N+](=O)[O-])NC(CN(C)C)=O